CC1(N(C(N(C1=O)CC1=CC(=C(OC(C(=O)O)(C)C)C(=C1)C)C)=O)C1=CC=C(C=C1)OC(F)(F)F)C 2-(4-((4,4-Dimethyl-2,5-dioxo-3-(4-(trifluoromethoxy)phenyl)imidazolidin-1-yl)methyl)-2,6-dimethylphenoxy)-2-meth-ylpropionic acid